O[C@@]1(C(N(CC1)C)=O)C1=CC(=NO1)C1=CC(=CC=C1)C1=CC=2N(C=C1)N=CC2 (R)-3-Hydroxy-1-methyl-3-(3-(3-(pyrazolo[1,5-a]pyridin-5-yl)phenyl)isoxazol-5-yl)pyrrolidin-2-one